COC=1C=CC(=C2C(=CNC12)C)CNC1=CN=C2C(=N1)N=C(C=C2)NC2CC1(CC(C1)O)C2 6-[(3-{[(7-methoxy-3-methyl-1H-indol-4-yl)methyl]amino}pyrido[2,3-b]pyrazin-6-yl)amino]spiro[3.3]heptan-2-ol